COC1=CC=C(C(=N1)N)[N+](=O)[O-] 6-methoxy-3-nitropyridin-2-amine